(S)-2-(4-fluoro-3,5-dimethylbenzyl)-N-hydroxy-6-(((5-methoxypyridin-2-yl)methyl)(methyl)amino)hexanamide FC1=C(C=C(C[C@@H](C(=O)NO)CCCCN(C)CC2=NC=C(C=C2)OC)C=C1C)C